(±)-trans-N-(picolyl)-1,2-diaminocyclohexane N1=C(C=CC=C1)CN[C@H]1[C@@H](CCCC1)N |r|